europium borate diethyl-2-(4-bromophenoxy)-2-methylmalonate C(C)OC(C(C(=O)OCC)(C)OC1=CC=C(C=C1)Br)=O.B([O-])([O-])[O-].[Eu+3]